O1CCN(CC1)CC=1C=C(C(=O)OCN2N=C(C=C2C)C2=NN3C(N=C(C=C3N3CCOCC3)N3N=C(C=C3)C3=CC=CC=C3)=C2)C=CC1 (5-methyl-3-(7-morpholino-5-(3-phenyl-1H-pyrazol-1-yl)pyrazolo[1,5-a]pyrimidin-2-yl)-1H-pyrazol-1-yl)methyl 3-(morpholinomethyl)benzoate